2,3,4,5-tetrafluoro-6-methoxybenzenesulfonamide FC1=C(C(=C(C(=C1F)F)F)OC)S(=O)(=O)N